FC(C(=O)O)(F)F.CC1=C(C(=CC=C1)C)C=1C=C2C(=NNC2=CC1)NC(=O)C1CCN(CC1)C N-[5-(2,6-dimethylphenyl)-1H-indazol-3-yl]-1-methylpiperidine-4-carboxamide trifluoroacetate